CC1(C2=CC(=CC=C2C(C=2C3=C(OC21)C=CC=C3)=O)OCC(=O)NCCN3CCOCC3)C 2-(6,6-Dimethyl-11-oxo-6,11-dihydro-benzo[b]naphtho[2,3-d]furan-8-yloxy)-N-(2-morpholin-4-yl-ethyl)-acetamide